C(C[N+](=O)[O-])C(=O)[O-] The molecule is the conjugate base of 3-nitropropanoic acid; major species at pH 7.3. It is a conjugate base of a 3-nitropropanoic acid. It is a tautomer of a 3-aci-nitropropanoate.